N=C1CC=CC=2C=CC=NC12 8-iminoquinoline